[[3-[5-[3-ethoxy-3-oxo-1-[1,2,3,4-tetrahydroisoquinolin-7-yl]propyl]-4-methyl-1H-1,2,3-benzotriazol-1-yl]propoxy]methyl]-2,6-dimethylbenzoic acid C(C)OC(CC(C1=CC=C2CCNCC2=C1)C1=C(C2=C(N(N=N2)CCCOCC=2C(=C(C(=O)O)C(=CC2)C)C)C=C1)C)=O